C(C)(C)(C)C1=C(C=CC(=C1)F)NC1=C(C(=O)O)C=CC(=C1)C(F)(F)F 2-((2-(tert-butyl)-4-fluorophenyl)-amino)-4-(trifluoromethyl)-benzoic acid